CN1CCN(CC1)C(=O)NC1=CC=C(C=C1)C=1C=CC2=C(N(C=N2)C2=CC(=CC=C2)NS(=O)(=O)C)C1 4-methyl-N-(4-(1-(3-(methylsulfonamido)phenyl)-1H-benzo[d]imidazol-6-yl)phenyl)piperazine-1-carboxamide